Cl.ClC1=CC2=C(N=N1)C(CN2C(CN2[C@H](CN[C@@H](C2)C)COC)=O)(C)C 1-{3-Chloro-7,7-dimethyl-5H,6H,7H-pyrrolo[3,2-c]pyridazin-5-yl}-2-[(2R,5R)-2-(methoxymethyl)-5-methylpiperazin-1-yl]ethan-1-one hydrochloride